FC1=CC=2N(C=C1NC(=O)N1CCC=3C1=NC=CC3N3CC(N(CC3)C(=O)OC(C)(C)C)(C)C)N=C(N2)C tert-butyl 4-(1-((7-fluoro-2-methyl-[1,2,4]triazolo[1,5-a]pyridin-6-yl)carbamoyl)-2,3-dihydro-1H-pyrrolo[2,3-b]pyridin-4-yl)-2,2-dimethylpiperazine-1-carboxylate